(1R,4R,5S)-2-benzyl-4-(4-cyanophenoxy)-2-azabicyclo[3.2.1]octane C(C1=CC=CC=C1)N1[C@@H]2CC[C@H]([C@H](C1)OC1=CC=C(C=C1)C#N)C2